C(C)(C)(C)C1=NN=C(O1)C(=O)N1[C@H](C2=C(CC1)NC=N2)C2=NN1C(C(=CC=C1)C(F)F)=C2 (R)-(5-(tert-butyl)-1,3,4-oxadiazol-2-yl)(4-(4-(difluoromethyl)pyrazolo[1,5-a]pyridin-2-yl)-6,7-dihydro-1H-imidazo[4,5-c]pyridin-5(4H)-yl)methanone